naphtho[2,3-d]isoxazole-4,9-dione O1N=CC2=C1C(C=1C=CC=CC1C2=O)=O